2-[4-(2-hydroxyethyl)1-piperazinyl]ethanesulfonic acid OCCN1CCN(CC1)CCS(=O)(=O)O